(S)-2-amino-2-phenyl-acetic acid tert-butyl ester C(C)(C)(C)OC([C@H](C1=CC=CC=C1)N)=O